CC1=CC=C(C=C1)S(=O)(=O)NC=1C=C(C(=O)NC=2C(=NN(C2C)C)C)C=CC1 3-((4-methylphenyl)sulfonamido)-N-(1,3,5-trimethyl-1H-pyrazol-4-yl)benzamide